α,α-difluoroethyl acetate C(C)(=O)OC(C)(F)F